C1(CCCC1)OC1=CC(=C(C(=O)C=2C=CC(=C(C2)CCC(=O)O)OCC2=CC3=C(C(NO3)=O)C=C2)C=C1)O 3-(5-(4-(cyclopentyloxy)-2-hydroxybenzoyl)-2-((3-oxo-2,3-dihydrobenzo[d]isoxazol-6-yl)methoxy)phenyl)propanoic acid